FC1=C(CNC2=CN=C3N(C2=O)[C@@H](CC3)C(=O)NCC=3C=CC(=NC3C)NC(OC(C)(C)C)=O)C=C(C=C1)C tert-butyl (S)-(5-((3-((2-fluoro-5-methylbenzyl)amino)-4-oxo-4,6,7,8-tetrahydropyrrolo[1,2-a]pyrimidine-6-carboxamido)methyl)-6-methyl-pyridin-2-yl)carbamate